FC1=C(C=CC(=C1)C(F)(F)F)COC1CN(C1)C(=O)N1CC(CC1)C1=NNC=C1C(C)C [3-[[2-Fluoro-4-(trifluoromethyl)phenyl]methoxy]azetidin-1-yl]-[3-(4-isopropyl-1H-pyrazol-3-yl)pyrrolidin-1-yl]methanone